benzo[d][1,3]dioxazole-4-formaldoxime O1NOC2=C1C=CC=C2C=NO